FC(C(=O)O)(F)F.C1NC[C@H]2[C@@H]1CC(C2)C(=O)N2N=CCC2C2=CC(=CC(=C2)F)F (5-(3,5-difluorophenyl)-4,5-dihydro-1H-pyrazol-1-yl) (3aR,6aS)-(octahydrocyclopenta[c]pyrrol-5-yl) ketone trifluoroacetate